FC1=CC(=C2CC=CC2=C1)C(C)C=1N=CNC1 4-[1-(6-fluoro-3H-inden-4-yl)ethyl]-1H-imidazole